C1(CC1)S(=O)(=O)NC=1SC=C(N1)C(C(=O)NC1=NC=C(C=C1F)C1=NC=CN=C1)(C)C 2-(2-(cyclopropanesulfonylamino)thiazol-4-yl)-N-(3-fluoro-5-(pyrazin-2-yl)pyridin-2-yl)-2-methylpropanamide